FC1=CC=C(CN2C(CC3=CC=C(C=C23)C(=O)N)=O)C=C1 (4-fluorobenzyl)-2-oxoindoline-6-carboxamide